C(CCCCCCCC)C1=C(C=CC=C1)OP(OC1=C(C=CC=C1)CCCCCCCCC)OC1=C(C=CC=C1)CCCCCCCCC tris-(nonylphenyl)phosphite